[6-[(3-chloro-5-fluoro-2-pyridyl)methyl]-2-azaspiro[3.3]heptan-2-yl]-(2,2-dioxo-2lambda6-thia-6-azaspiro[3.3]heptan-6-yl)methanone ClC=1C(=NC=C(C1)F)CC1CC2(CN(C2)C(=O)N2CC3(CS(C3)(=O)=O)C2)C1